N-(thiophene-2-sulfonyl)-3-((2,6-dimethylbenzyl)oxy)-4-methylbenzamide S1C(=CC=C1)S(=O)(=O)NC(C1=CC(=C(C=C1)C)OCC1=C(C=CC=C1C)C)=O